C1(CC1)C(CN(C=O)C=1C=C2C(C(=CN(C2=CC1C)C(C)C)C1=NC(=CC=C1)C1=NN=CN1C(C)C)=O)=O N-(2-cyclopropyl-2-oxoethyl)-N-(1-isopropyl-3-(6-(4-isopropyl-4H-1,2,4-triazol-3-yl)pyridin-2-yl)-7-methyl-4-oxo-1,4-dihydroquinolin-6-yl)carboxamide